Br/C(/C=1C=NC=CC1)=C\1/C(=COC=C1)CS(=O)(=O)C1=CC=CC=C1 (E)-3-(bromo(3-((phenylsulfonyl)methyl)pyran-4-ylidene)methyl)pyridine